Dimethyl 4-bromo-5-cyanophthalate BrC=1C=C(C(C(=O)OC)=CC1C#N)C(=O)OC